OCC(CO)N1C(C2=CC=CC=C2C1=O)=O 2-(1,3-dihydroxypropan-2-yl)-1H-isoindole-1,3(2H)-dione